C1(CC1)[C@H](C)NC(=O)C=1C=NC(=C(C1)C1=CC(=CC(=C1)F)F)C N-[(1S)-1-cyclopropylethyl]-5-(3,5-difluorophenyl)-6-methylpyridine-3-carboxamide